C(C)(C)NC1=C(C=O)C=CC(=C1)C 2-(ISOPROPYLAMINO)-4-METHYLBENZALDEHYDE